OC1=C2C(C=C(OC2=C(C(=C1)OCC1=CC=CC=C1)OC1CCN(CC1)C)C1=CC=C(C=C1)F)=O 5-hydroxy-7-benzyloxy-8-((1-methylpiperidin-4-yl)oxy)-2-(4-fluorophenyl)-4H-chromen-4-one